ClC=1C=C(C=CC1Cl)C(CN(C)C)NS(=O)(=O)C=1C=CC(=C(C(=O)OC)C1)OC(F)(F)F methyl 5-(N-(1-(3,4-dichlorophenyl)-2-(dimethylamino)ethyl)sulfamoyl)-2-(trifluoromethoxy)benzoate